2-Amino-5-(dimethylamino)-1-(3-methoxy-2,6-dimethylphenyl)-6-methyl-1H-pyrrolo[2,3-b]pyridine-3-carbonitrile NC1=C(C=2C(=NC(=C(C2)N(C)C)C)N1C1=C(C(=CC=C1C)OC)C)C#N